4,4-difluoro-piperidine hydrochloride Cl.FC1(CCNCC1)F